4-amino-N-{5-[2-(2,6-dioxopiperidin-3-yl)-1-oxo-3H-isoindol-4-yl]penta-2,4-diyn-1-yl}-3-methoxybenzamide NC1=C(C=C(C(=O)NCC#CC#CC2=C3CN(C(C3=CC=C2)=O)C2C(NC(CC2)=O)=O)C=C1)OC